3-(4-(4-((4-(4-nitrophenyl)piperazin-1-yl)methyl)piperidin-1-yl)-1-oxoisoindolin-2-yl)piperidine-2,6-dione [N+](=O)([O-])C1=CC=C(C=C1)N1CCN(CC1)CC1CCN(CC1)C1=C2CN(C(C2=CC=C1)=O)C1C(NC(CC1)=O)=O